4-(1-(2,6-bis(benzyloxy)pyridin-3-yl)-3-methyl-2-oxo-2,3-dihydro-1H-benzo[d]imidazol-5-yl)-3-fluoropiperidine C(C1=CC=CC=C1)OC1=NC(=CC=C1N1C(N(C2=C1C=CC(=C2)C2C(CNCC2)F)C)=O)OCC2=CC=CC=C2